ClC1=CC=C(C=C1)C=1N=CN(C1C1=CC=NC=C1)CC(=O)N1CC2(CN(C2)CC(F)F)CC1 2-[4-(4-chlorophenyl)-5-(pyridin-4-yl)-1H-imidazol-1-yl]-1-[2-(2,2-difluoroethyl)-2,6-diazaspiro[3.4]octan-6-yl]ethan-1-one